FC1(CCN(CC1)C(=O)C1=C(C=C(C=C1)C1=NN=C(N1)C)C1=NN(C=C1)C1COC1)F (4,4-difluoro-1-piperidyl)-[4-(5-methyl-4H-1,2,4-triazol-3-yl)-2-[1-(oxetan-3-yl)pyrazol-3-yl]phenyl]methanone